[Pd].C12(CCC(CC1)C2)PC21CCC(CC2)C1 (dinorbornylphosphine) palladium